BrC1=C(C=CC=C1)N(C(=O)C=1C=NC(=NC1)Cl)CC1=CC=C(C=C1)F N-(2-bromophenyl)-2-chloro-N-(4-fluorobenzyl)pyrimidine-5-carboxamide